(S)-2-amino-N-(3',5-diallyl-2,4'-dihydroxy-[1,1'-biphenyl]-3-yl)-4-(methylthio)butanamide hydrochloride Cl.N[C@H](C(=O)NC=1C(=C(C=C(C1)CC=C)C1=CC(=C(C=C1)O)CC=C)O)CCSC